2-methyl-6-(trifluoromethyl)pyridin-3-sulfonyl chloride CC1=NC(=CC=C1S(=O)(=O)Cl)C(F)(F)F